ClC=1C=C(C=C2CN(C(C12)=O)C)C1=C(N=C(S1)NC(=O)N1C(CCC1)C(=O)N)C N1-(5-(7-chloro-2-methyl-1-oxoisoindol-5-yl)-4-methylthiazol-2-yl)-pyrrolidine-1,2-dicarboxamide